3-chloro-1H-pyrazole ClC1=NNC=C1